CN1C(NC(C=2N(C(=NC12)C1N(CCOC1)C(=O)OC(C)(C)C)C)=O)=O tert-butyl 3-(3,7-dimethyl-2,6-dioxo-2,3,6,7-tetrahydro-1H-purin-8-yl)morpholine-4-carboxylate